4-(6-fluoropyridin-3-yl)-6-(1-methyl-1H-pyrazol-4-yl)pyrazolo[1,5-a]pyrazine-3-carbonitrile FC1=CC=C(C=N1)C=1C=2N(C=C(N1)C=1C=NN(C1)C)N=CC2C#N